C1(CCCCC1)NC=1C2=C(N=C(N1)NC1=CC(=C(C=C1)C1=CC=NN1C)OC)NC=C2C#N 4-(cyclohexylamino)-2-((3-methoxy-4-(1-methyl-1H-pyrazol-5-yl)phenyl)amino)-7H-pyrrolo[2,3-d]pyrimidine-5-carbonitrile